[3-(6-fluoro-[1,2,4]triazolo[4,3-a]pyridin-7-yl)-3-hydroxy-propyl] 4-methylbenzenesulfonate CC1=CC=C(C=C1)S(=O)(=O)OCCC(O)C1=CC=2N(C=C1F)C=NN2